C[C@@H](C1=CC=CC=C1)NC([O-])=O (S)-α-methylbenzylcarbamat